O=C1C2(CC2)[C@H]([C@@H](N1)C1=CC=CC=C1)C(=O)O trans-4-oxo-6-phenyl-5-azaspiro[2.4]heptane-7-carboxylic acid